2-[2-fluoro-4-[3-(2-oxooxazolidin-3-yl)propoxy]phenoxy]-4-pyridazin-3-yl-benzonitrile FC1=C(OC2=C(C#N)C=CC(=C2)C=2N=NC=CC2)C=CC(=C1)OCCCN1C(OCC1)=O